C(CCCCC)C(C(=O)OCCCCCCCCN(CCOC(NCCN(C)C)=O)CCCCCCCC\C=C/CCCCCCCC)CCCCCCCC (Z)-2-methyl-10-(octadec-9-en-1-yl)-6-oxo-7-oxa-2,5,10-triazaoctadecan-18-yl 2-hexyldecanoate